N1,N4-bis(2-(2-(2-(2-(4-((R or S)-6,8-dichloro-2-methyl-1,2,3,4-tetrahydroisoquinolin-4-yl)phenylsulfonamido)ethoxy)ethoxy)ethoxy)ethyl)-2,3-dihydroxysuccinamide ClC=1C=C2[C@H](CN(CC2=C(C1)Cl)C)C1=CC=C(C=C1)S(=O)(=O)NCCOCCOCCOCCNC(C(C(C(=O)NCCOCCOCCOCCNS(=O)(=O)C1=CC=C(C=C1)[C@H]1CN(CC2=C(C=C(C=C12)Cl)Cl)C)O)O)=O |o1:4,62|